N-(4-((2-(1,1-difluoroethyl)-6-methoxypyrimidin-4-yl)amino)-5-(1-methyl-1H-pyrazol-3-yl)pyridin-2-yl)acetamide FC(C)(F)C1=NC(=CC(=N1)NC1=CC(=NC=C1C1=NN(C=C1)C)NC(C)=O)OC